FC1=C(C=CC=C1C(F)(F)F)[C@@H](C)NC=1C2=C(N=C(N1)C)N=CC(=C2)P(C)(C)=O (R)-(4-(1-(2-fluoro-3-trifluoromethylphenyl)ethylamino)-2-methylpyrido[2,3-d]pyrimidin-6-yl)dimethylphosphine oxide